3,3-Difluoro-1-(4-nitrophenyl)azetidine FC1(CN(C1)C1=CC=C(C=C1)[N+](=O)[O-])F